C(C)(C)(C)OC(=O)N1CCC(=CC1)C1=NC(=CC=C1)O 6-hydroxy-3',6'-dihydro-[2,4'-bipyridine]-1'(2'H)-carboxylic acid tert-butyl ester